C(CCCCCCCCCCC)(=O)[O-].[Mn+2].CC=1C=CC=C2C(=CC=NC12)NC[C@@H]1CC[C@H](CC1)C(=O)N1CCCCC1.C(CCCCCCCCCCC)(=O)[O-] trans-N-{4-{[(8-methylquinolin-4-yl)amino]Methyl}cyclohexyl}formylpiperidine manganese (dodecanoate)